O[C@@H]1C[C@@H](OC2=C1C=C(C=C2)C(F)(F)F)C(=O)NC21CC(C2)(C1)N1N=NC(=C1)C1CC(C1)OC(F)(F)F (2R,4R)-4-hydroxy-N-(3-{4-[(1s,3S)-3-(trifluoromethoxy)cyclobutyl]-1H-1,2,3-triazol-1-yl}bicyclo[1.1.1]pentan-1-yl)-6-(trifluoromethyl)-3,4-dihydro-2H-1-benzopyran-2-carboxamide